N1[Si@H](CCC1)C(=O)O (R)-sila-proline